COC=1N(C=2C(=NC=C(C2)N2C=CC=3N=CN=C(C32)OC)N1)CC1=C(C=C(C(=C1)F)F)F 2-methoxy-6-(4-methoxy-5H-pyrrolo[3,2-d]pyrimidin-5-yl)-1-(2,4,5-trifluorobenzyl)-1H-imidazo[4,5-b]pyridine